bis[2-[[1-[2-(2-hydroxyethoxy)-6-phenyl-1-naphthyl]-6-phenyl-2-naphthyl]-oxy]-ethyl] carbonate C(OCCOC1=C(C2=CC=C(C=C2C=C1)C1=CC=CC=C1)C1=C(C=CC2=CC(=CC=C12)C1=CC=CC=C1)OCCO)(OCCOC1=C(C2=CC=C(C=C2C=C1)C1=CC=CC=C1)C1=C(C=CC2=CC(=CC=C12)C1=CC=CC=C1)OCCO)=O